4-(2-Amino-2-methylpropanoyl)-N-(1-(7-(4-aminoazepan-1-yl)-5,6,7,8-tetrahydronaphthalen-2-yl)-2-oxo-1,2-dihydropyrimidin-4-yl)piperazine-1-carboxamide hydrochloride Cl.NC(C(=O)N1CCN(CC1)C(=O)NC1=NC(N(C=C1)C1=CC=2CC(CCC2C=C1)N1CCC(CCC1)N)=O)(C)C